F[B-](F)(F)F.C(CCC)[P+](CC1=CC=C(C=C1)C=C)(CCCC)CCCC tributyl(4-vinylbenzyl)phosphonium tetrafluoroborate